phenethyl diketone C(CC1=CC=CC=C1)C(C(=O)CCC1=CC=CC=C1)=O